N(=C=O)C1CC(CC(C1)N=C=O)N=C=O 1,3,5-Triisocyanatocyclohexane